N(=[N+]=[N-])C[C@H]([C@@H](O)[C@H]1[C@@H]([C@H](C[C@@](O1)(C(=O)O)OCC1=CC=CC=C1)O)NC(CO)=O)O (2R,4S,5R,6R)-6-((1R,2R)-3-azido-1,2-dihydroxypropyl)-2-(benzyloxy)-4-hydroxy-5-(2-hydroxyacetamido)tetrahydro-2H-pyran-2-carboxylic acid